COC1=C(C(=CC=C1)OC)N1C(=NC=2C1=NC(=CN2)NS(=O)(=O)N(C)C)C2=NC(=CC=C2)OCC N-(1-(2,6-Dimethoxyphenyl)-2-(6-ethoxypyridin-2-yl)-1H-imidazo[4,5-b]pyrazin-6-yl)-N',N'-dimethylsulfamid